4-((2-Boc-2-phenylhydrazino)methyl)-N-isopropylbenzamide C(=O)(OC(C)(C)C)N(NCC1=CC=C(C(=O)NC(C)C)C=C1)C1=CC=CC=C1